C(C1=CC=CC=C1)C=1N=C2N(CCN(C2=O)C2=CC(=CC=C2)Cl)C1Cl 2-benzyl-3-chloro-7-(3-chlorophenyl)-6,7-dihydroimidazo[1,2-a]pyrazin-8(5H)-one